C(C)[Si](OCCN(C(=O)C1=CC=C(C=C1)C1=CC=C(C=C1)C(=O)N(CCO[Si](CC)(CC)CC)CCO[Si](CC)(CC)CC)CCO[Si](CC)(CC)CC)(CC)CC N4,N4,N4',N4'-tetrakis(2-(triethylsilyloxy)ethyl)biphenyl-4,4'-dicarboxamide